ClCC1=CC(=C(C(=O)OC)C=C1)C methyl 4-(chloromethyl)-2-methylbenzoate